(9E)-9-tetradecen-1-ol acetate C(C)(=O)OCCCCCCCC\C=C\CCCC